[Si].[Li].BrC=1C(=NC=CC1)CC1N(C(C2=CC=CC=C12)=O)C/C=C/C(=O)NN (E)-4-(1-((3-bromopyridin-2-yl)methyl)-3-oxoisoindolin-2-yl)but-2-enehydrazide lithium silicon